ClC1=C(C=CC=C1C1=NC=NC(=C1Cl)C1=CC(=C(C=C1)C=O)OC)NC(=O)C=1C(N(C(N(C1)C)=O)C)=O N-(2-Chloro-3-(5-chloro-6-(4-formyl-3-methoxyphenyl)pyrimidin-4-yl)phenyl)-1,3-dimethyl-2,4-dioxo-1,2,3,4-tetrahydropyrimidine-5-carboxamide